C12CC(CC(CC1)N2)OC2=NC=CC=C2C2(N=C(SC2)C2=C(C=CC=C2F)F)C(=O)N 4-((8-azabicyclo[3.2.1]oct-3-oxy)pyridin-3-yl)-2-(2,6-difluorophenyl)thiazole-4-carboxamide